3-(cyclopropyl(4,4,5,5-tetramethyl-1,3,2-dioxaborolan-2-yl)methyl)-3-ethynylcyclobutan-1-one C1(CC1)C(C1(CC(C1)=O)C#C)B1OC(C(O1)(C)C)(C)C